[((1-Methyl-4-piperidinyl)methyl)amino]-3-nitrobenzenesulfonamide CN1CCC(CC1)CNC1=C(C=CC=C1[N+](=O)[O-])S(=O)(=O)N